C1(CC(C(CC1)C(C)C)OCC1OC(OC1)C1=CC=CC=C1)C 4-(1-menthoxymethyl)-2-phenyl-1,3-dioxolane